6-(1-(2,2-difluoropropyl)-4-(4-fluorophenyl)-1H-imidazol-5-yl)imidazo[1,2-b]pyridazine-3-carbonitrile FC(CN1C=NC(=C1C=1C=CC=2N(N1)C(=CN2)C#N)C2=CC=C(C=C2)F)(C)F